3-[2-(1,3-Benzodioxole-5-yl)ethyl]-6-(4-(thiophen-2-yl)phenyl)-7H-[1,2,4]triazolo[3,4-b][1,3,4]thiadiazine O1COC2=C1C=CC(=C2)CCC2=NN=C1SCC(=NN12)C1=CC=C(C=C1)C=1SC=CC1